piperazine diethylphosphinate C(C)P(O)(=O)CC.N1CCNCC1